Cl.FC1=CC2=C(C=C3N2C(=NN(C3=O)CC(=O)N[C@H]3CNCCC3)C(C)C)S1 (R)-2-(2-Fluoro-5-isopropyl-8-oxothieno[2',3':4,5]pyrrolo[1,2-d][1,2,4]triazin-7(8H)-yl)-N-(piperidin-3-yl)acetamid-hydrochlorid